NCC[NH+](CCN)C N,N-bis(2-aminoethyl)methylammonium